1-(6-ethynylpyridin-2-yl)ethan-1-one C(#C)C1=CC=CC(=N1)C(C)=O